Dimethyl-propaneDiol CC(C(O)O)(C)C